N-(4-(7-cyano-4-(morpholine-4-carbonyl)quinolin-2-yl)benzyl)acetamide ethyl-4-(bis(4H-benzo[d][1,3]dioxin-6-yl)methyl)azepane-1-carboxylate C(C)OC(=O)N1CCC(CCC1)C(C1=CC2=C(OCOC2)C=C1)C1=CC2=C(OCOC2)C=C1.C(#N)C1=CC=C2C(=CC(=NC2=C1)C1=CC=C(CNC(C)=O)C=C1)C(=O)N1CCOCC1